COC=1C=C(C=CC1OC)[C@@]12CCN([C@H]2C=C(CC1)OC(C1=CC=C(C=C1)C#N)=O)C (3aS,7aS)-3a-(3,4-dimethoxyphenyl)-1-methyl-2,3,3a,4,5,7a-hexahydro-1H-indol-6-yl-4-cyanobenzoate